4-[4-(6,7-dihydro-4H-furo[3,4-c]pyran-1-yl)-8-fluoro-2-{[(2R,7aS)-2-fluorotetrahydro-1H-pyrrolizin-7a(5H)-yl]methoxy}pyrido[4,3-d]pyrimidin-7-yl]-5-ethynyl-6-fluoronaphthalen-2-ol C=1(OC=C2COCCC21)C=2C1=C(N=C(N2)OC[C@]23CCCN3C[C@@H](C2)F)C(=C(N=C1)C1=CC(=CC2=CC=C(C(=C12)C#C)F)O)F